[I-].BrC1=CC=C(N)C=C1 para-bromoaniline iodide